COC1=C(C=CC(=C1)C(=O)O)C1=C(C=CC=C1)OC 2,2'-dimethoxy-[1,1'-biphenyl]-4-carboxylic acid